disodium dodecylphenol C(CCCCCCCCCCC)C1=C(C=CC=C1)O.[Na].[Na]